COC1=CC2=CC=CC=C2C(=C1)OC 2,4-dimethoxynaphthalene